OC[C@@H](CC(C)C)NC1=NC(=NC(=N1)CC(C)C1=CC=C(C=C1)N1C(COCC1)=O)NS(=O)(=O)C N-(4-(((R)-1-Hydroxy-4-methylpentan-2-yl)amino)-6-(2-(4-(3-oxomorpholino)phenyl)propyl)-1,3,5-triazin-2-yl)methanesulfonamide